(R,S)-4-((2,6-dimethylpyridin-4-yl)((8-methyl-4-oxochroman-7-yl)oxy)methyl)benzamide CC1=NC(=CC(=C1)[C@@H](C1=CC=C(C(=O)N)C=C1)OC1=CC=C2C(CCOC2=C1C)=O)C